1-(1-methyl-6-(1-((5-((4-((5-(trifluoro-methyl)pyrimidin-2-yl)amino)piperidin-1-yl)sulfonyl)pyridin-3-yl)methyl)piperidin-4-yl)-1H-indazol-3-yl)dihydropyrimidine-2,4(1H,3H)-dione CN1N=C(C2=CC=C(C=C12)C1CCN(CC1)CC=1C=NC=C(C1)S(=O)(=O)N1CCC(CC1)NC1=NC=C(C=N1)C(F)(F)F)N1C(NC(CC1)=O)=O